4-hydroxy-N-(4-methoxy-7-morpholinylbenzo[d]thiazol-2-yl)-4-methylpiperidine-1-carboxamide OC1(CCN(CC1)C(=O)NC=1SC2=C(N1)C(=CC=C2N2CCOCC2)OC)C